rac-4-(2-oxa-5-azabicyclo[2.2.1]heptan-5-yl)-7-(1H-pyrazol-3-yl)quinazolin-2-amine C12OCC(N(C1)C1=NC(=NC3=CC(=CC=C13)C1=NNC=C1)N)C2